N-(1H-indol-6-yl)-7-methoxyquinolin-2-amine N1C=CC2=CC=C(C=C12)NC1=NC2=CC(=CC=C2C=C1)OC